n-Pentacosanen C=CCCCCCCCCCCCCCCCCCCCCCCC